Cl.C(#N)C1=C(OCCN(C2(CCOCC2)C(=O)NC2(CC2)C2=CC=C(C(=O)O)C=C2)C)C=CC=C1 4-[1-[[4-[2-(2-Cyanophenoxy)ethyl-methyl-amino]tetrahydropyran-4-carbonyl]amino]cyclopropyl]benzoic acid, hydrochloride